C1CCC2C=CC3=CC=CC4=CC=C1C2=C34 trihydropyrene